O1CCC2=C1C=C(C=C2)C2=CN=CC(=N2)C(=O)N2C1C(OCC2)CCCC1 (6-(2,3-Dihydrobenzofuran-6-yl)pyrazin-2-yl)(octahydro-4H-benzo[b][1,4]-oxazin-4-yl)methanone